3-((R)-(4-cyclohexyl-4H-1,2,4-triazol-3-yl)fluoromethyl)oxetan C1(CCCCC1)N1C(=NN=C1)[C@@H](C1COC1)F